C1(=CC=CC=C1)C(=C)P (1-Phenylvinyl)phosphine